2,4,6-Trihydroxybenzoic acid OC1=C(C(=O)O)C(=CC(=C1)O)O